C(=O)(OC(C)(C)C)N[C@@H](CC1=CNC2=CC(=CC=C12)F)C(=O)O |r| Boc-6-fluoro-DL-tryptophan